ClC=1C=C(C=CC1)[C@H]1C[C@@H](C(N([C@@H]1C1=CC=C(C=C1)Cl)[C@H](CO)CC)=O)CC(=O)OCCCC butyl 2-((3R,5R,6S)-5-(3-chlorophenyl)-6-(4-chlorophenyl)-1-((S)-1-hydroxybutan-2-yl)-2-oxopiperidin-3-yl)acetate